2-(3-chloro-5-vinylphenyl)-2-methylpropanenitrile ClC=1C=C(C=C(C1)C=C)C(C#N)(C)C